(6R)-4,6-dimethylpiperazin-2-one CN1CC(N[C@@H](C1)C)=O